1,3-Bis((S)-tetrahydro-2H-pyran-2-yl)propan-2-one O1[C@@H](CCCC1)CC(C[C@H]1OCCCC1)=O